C(C)(C)(C)OC(=O)N1CC(C1)(F)COC(=O)N1CCC(CC1)NC1=NC(=NC=2N1N=CC2C(C)C)N[C@@H](CO)CC (R)-4-((2-((1-hydroxybutan-2-yl)amino)-8-isopropylpyrazolo[1,5-a][1,3,5]triazine-4-yl)amino)piperidine-1-carboxylic acid (1-(tert-butoxycarbonyl)-3-fluoroazetidine-3-yl)methyl ester